CC1=CC(CC1C)=O 3,4-dimethylcyclopent-2-en-1-one